COC(=O)C=1C=NSC1NCC1=C(C=C(C=C1)OC)OC 5-[(2,4-dimethoxyphenyl)methylamino]isothiazole-4-carboxylic acid methyl ester